FC=1C=C(C=CC1F)[C@H]([C@@H]1[C@H]([C@H]([C@@H](C1)N1N=CC\2=C1NC=N/C2=N/N)O)O)O (1S,2R,3R,5R)-3-((S)-(3,4-difluorophenyl)(hydroxy)methyl)-5-((E)-4-hydrazineylidene-4,7-dihydro-1H-pyrazolo[3,4-d]pyrimidin-1-yl)cyclopentane-1,2-diol